[Ta].[Ce] cerium-tantalum